FC(C)(C)C1=CC=CC(=N1)N1N=C(C=2C=NC(=CC21)NC(C)=O)N2CC(CC2)NC(C)C N-(1-(6-(2-fluoroprop-2-yl)pyridin-2-yl)-3-(3-(isopropylamino)pyrrolidin-1-yl)-1H-pyrazolo[4,3-c]pyridin-6-yl)acetamide